COC=1C=C2C(=NC=NC2=CC1OC[C@H]1CN(CC1)C(=O)OC(C)(C)C)C1=CC=C(C=C1)NC(CC1=CC=C(C=C1)C(F)(F)F)=O tert-butyl (R)-3-(((6-methoxy-4-(4-(2-(4-(trifluoromethyl)phenyl)acetamido)phenyl)quinazoline-7-yl)oxy)methyl)pyrrolidine-1-carboxylate